C(C)(C)(C)OC(=O)N1C[C@@H](N(CC1)C1=NC(=NC2=C(C(=C(C=C12)Cl)Br)F)S(=O)C)C (3S)-4-(7-bromo-6-chloro-8-fluoro-2-(methylsulfinyl)quinazolin-4-yl)-3-methylpiperazine-1-carboxylic acid tert-butyl ester